(R)-4-(7-methyl-4-(3-(trifluoromethyl)bicyclo[1.1.1]pentan-1-yl)pteridin-2-yl)-2-(2-methylpyridin-4-yl)morpholine CC1=CN=C2C(=NC(=NC2=N1)N1C[C@H](OCC1)C1=CC(=NC=C1)C)C12CC(C1)(C2)C(F)(F)F